ClC1=C(C=NC2=NC(=CC=C12)C1=CC2=CN(N=C2C=C1OCOC)C)N1CCN(C2(CC2)C1)C(=O)OC(C)(C)C tert-butyl 7-[4-chloro-7-[6-(methoxymethoxy)-2-methyl-indazol-5-yl]-1,8-naphthyridin-3-yl]-4,7-diazaspiro[2.5]octane-4-carboxylate